3-(1-(4-(2-hydroxyethyl)-1-oxo-6-(5-(trifluoromethyl)-1H-pyrazol-4-yl)isoquinolin-2(1H)-yl)ethyl)-N-methylbenzamide OCCC1=CN(C(C2=CC=C(C=C12)C=1C=NNC1C(F)(F)F)=O)C(C)C=1C=C(C(=O)NC)C=CC1